C(CCCCCCC\C=C/CCCCCCCC)(=O)C(C(=O)O)NC oleoyl-methylaminoacetic acid